2-((6-(2-methoxy-ethoxy)benzo[d]oxazol-2-yl)amino)-1-methyl-1H-benzo[d]imidazole-5-carboxylic acid COCCOC1=CC2=C(N=C(O2)NC2=NC3=C(N2C)C=CC(=C3)C(=O)O)C=C1